1-[4-({9-chloro-7-methoxy-1H,2H,3H-cyclopenta[b]quinolin-6-yl}oxy)butan-2-yl]pyrrolidine ClC1=C2C(=NC=3C=C(C(=CC13)OC)OCCC(C)N1CCCC1)CCC2